1-(2,6-dichlorophenyl)-4-((4-(1-ethyl-4-(trifluoromethyl)-1H-imidazol-2-yl)phenyl)amino)-1H-pyrazole-3-carboxamide ClC1=C(C(=CC=C1)Cl)N1N=C(C(=C1)NC1=CC=C(C=C1)C=1N(C=C(N1)C(F)(F)F)CC)C(=O)N